O=C[C@H](O)[C@H](O)[C@@H](O)[C@@H](O)C keto-L-rhamnose